5-chloro-2-(4-fluoro-2-methylphenoxy)-4-methylnicotinic acid methyl ester COC(C1=C(N=CC(=C1C)Cl)OC1=C(C=C(C=C1)F)C)=O